C(C)(C)(C)OC(=O)N1CC(C1)O tert-butyl-3-hydroxyazetidine-1-Carboxylate